ClC=1C=CC(=C(C1)C=1C(=CC=C(C1)C)C(=O)O)OC 5'-chloro-2'-methoxy-5-methyl-[1,1'-biphenyl]-2-carboxylic acid